2-amino-6-borono-2-(1-(4-fluorophenethylcarbamoyl)piperidin-4-yl)hexanoic acid NC(C(=O)O)(CCCCB(O)O)C1CCN(CC1)C(NCCC1=CC=C(C=C1)F)=O